NC1(CCN(CC1)C1=CC=C(C=C1)NC1=NC=C(C(=N1)C=1C=C(C=CC1)C(C)(C)O)C=1OC2=C(C1)C=CC=C2)C 2-(3-(2-((4-(4-amino-4-methylpiperidin-1-yl)phenyl)amino)-5-(benzofuran-2-yl)pyrimidin-4-yl)phenyl)propan-2-ol